C(C)(C)(C)OP(=O)(OC(C)(C)C)OC1=C(C(=CC(=C1)C)C)C(CC(=O)O)(C)C 3-(2-((di-tert-butoxyphosphoryl)oxy)-4,6-dimethylphenyl)-3-methylbutanoic acid